(5-chloro-1,8-naphthyridin-3-yl)-1-(1-oxo-1,2-dihydroisoquinolin-5-yl)-5-trifluoromethyl-1H-pyrazole-4-carboxamide ClC1=C2C=C(C=NC2=NC=C1)C1=NN(C(=C1C(=O)N)C(F)(F)F)C1=C2C=CNC(C2=CC=C1)=O